FC(C(=O)[O-])(F)F.[NH3+]CC(=O)NCC(=O)N[C@@H](CC1=CC=CC=C1)C(=O)N[C@@H](CCCNC(N)=O)C(=O)O N-(Azaniumylacetyl)glycyl-L-phenylalanyl-N5-carbamoyl-L-ornithine trifluoroacetate